N[C@@H]1CN(CC[C@H]1OC)C1=CC(=NC=C1C=1C=NN(C1)C(F)F)NC1=NC(=NC=C1)C1=C(C=CC=C1OC)F N-(4-((3R,4R)-3-amino-4-methoxypiperidin-1-yl)-5-(1-(difluoromethyl)-1H-pyrazol-4-yl)pyridin-2-yl)-2-(2-fluoro-6-methoxyphenyl)pyrimidin-4-amine